3-(3-methyl-2-oxo-4-(2-(piperidin-4-yloxy)ethyl)-2,3-dihydro-1H-benzo[d]imidazol-1-yl)piperidine-2,6-dione CN1C(N(C2=C1C(=CC=C2)CCOC2CCNCC2)C2C(NC(CC2)=O)=O)=O